CC1(CCC(CC1)N1CCC(CC1)N1C(C(C2=CC=CC=C12)CC(=O)NOC)=O)C 2-(1-(1-(4,4-dimethylcyclohexyl)piperidin-4-yl)-2-oxoindolin-3-yl)-N-methoxyacetamide